6-chloro-2-methyl-5-(2-oxooxazolidin-3-yl)-1H-benzo[d]imidazole-4,7-dione ClC1=C(C(C2=C(NC(=N2)C)C1=O)=O)N1C(OCC1)=O